NCCCCC(C(=O)O)([2H])[2H] 6-amino-2,2-dideuteriohexanoic acid